C1(CC1)CNC(O)=O.C(N)(OC=C)=O vinyl carbamate (cyclopropylmethyl carbamate)